C(C)(C)C=1C(=NNC1C=1C=C(C=2N(C1)N=CN2)C)C(=O)N(C2CN(CC2)C)C 4-isopropyl-N-methyl-5-(8-methyl-[1,2,4]triazolo[1,5-a]pyridin-6-yl)-N-(1-methylpyrrolidin-3-yl)-1H-pyrazole-3-carboxamide